P(=O)(OCC(F)(F)F)([O-])F.[Mn+2].FC(COP(=O)([O-])F)(F)F manganese (II) 2,2,2-trifluoroethyl fluorophosphate